CN1C(=NC=C1)C(=O)[O-] 1-methyl-imidazole-2-carboxylate